NCCCC(CCCN)=O 1-(3-Aminopropyl)-4-aminobutanal